2-(3-Chlorophenyl)-N-{3-sulfamoyl-4-[5-(trifluoromethyl)pyridin-3-yl]phenyl}acetamide ClC=1C=C(C=CC1)CC(=O)NC1=CC(=C(C=C1)C=1C=NC=C(C1)C(F)(F)F)S(N)(=O)=O